C(CC(O)(C(=O)[O-])CC(=O)[O-])(=O)[O-].[Zn+2].CN(CC(=O)O)C.C(CC(O)(C(=O)[O-])CC(=O)[O-])(=O)[O-].[Zn+2].[Zn+2] N,N-dimethyl-glycine zinc citrate